N-(3-(5-chloro-1H-indol-3-yl)propyl)-4-(3-(piperidin-1-yl)propoxy)benzenesulfonamide ClC=1C=C2C(=CNC2=CC1)CCCNS(=O)(=O)C1=CC=C(C=C1)OCCCN1CCCCC1